C(C1=CC=CC=C1)OC(NC1(CCC2=C(SC(=C2)N)C1)C(NC)=O)=O (2-amino-6-(methylcarbamoyl)-4,5,6,7-tetrahydrobenzo[b]thiophen-6-yl)carbamic acid benzyl ester